BrC1=CC=C(C=C1)C(C1=CNC2=C(N=CC=C21)Cl)C2=CNC1=C(N=CC=C12)Cl 3,3'-((4-bromophenyl)methylene)bis(7-chloro-1H-pyrrolo[2,3-c]pyridine)